N-(2-(isopropoxy)ethyl)-3-(imidazolyl)propan-1-amine C(C)(C)OCCNCCCC=1NC=CN1